FC1(OCOC1O)C 4-fluoro-5-hydroxy-4-methyl-1,3-dioxolan